FC1=CC(=CC2=CN(N=C12)C1CCNCC1)C1=NN2C(C(=NC(=C2)C)C)=C1 2-[7-fluoro-2-(4-piperidinyl)indazol-5-yl]-4,6-dimethyl-pyrazolo[1,5-a]pyrazine